C(C)OC1=CC=C(C=N1)C1=CN=CC(=N1)C(=O)NNCC=1C(=NC=C(C1)OC)C 6-(6-ethoxypyridin-3-yl)-N'-((5-methoxy-2-methylpyridin-3-yl)methyl)pyrazine-2-carbohydrazide